4-((4-(6-chloropyridazin-3-yl)piperazin-1-yl)methyl)-2-(2,6-dioxopiperidin-3-yl)isoindoline-1,3-dione ClC1=CC=C(N=N1)N1CCN(CC1)CC1=C2C(N(C(C2=CC=C1)=O)C1C(NC(CC1)=O)=O)=O